O=C1NC(CCC1C1=CC=C(C=C1)N1CCN(CC1)CC(=O)N1CCC(CC1)NC(C1=NC=CC=C1)=O)=O N-(1-(2-(4-(4-(2,6-dioxopiperidin-3-yl)phenyl)piperazin-1-yl)acetyl)piperidin-4-yl)picolinamide